(S)-4-ethyl-4-hydroxy-11-(hydroxymethyl)-1,12-dihydro-14H-pyrano[3',4':6,7]indolizino[1,2-b]quinoline-3,14(4H)-dione C(C)[C@]1(C(OCC=2C(N3CC=4C(=NC=5C=CC=CC5C4CO)C3=CC21)=O)=O)O